methyl-N4-((1S,2S)-2-methylcyclopropyl)-6-(1-(1-(phenylsulfonyl)-1H-pyrrolo[2,3-c]Pyridin-4-yl)vinyl)pyridine-2,4-dicarboxamide CC=1C(=NC(=CC1C(=O)N[C@@H]1[C@H](C1)C)C(=C)C1=C2C(=CN=C1)N(C=C2)S(=O)(=O)C2=CC=CC=C2)C(=O)N